C(C)NC=1N=CC(=C2C=C(N=CC12)C1(CC1)C(=O)N)C=O (8-(ethylamino)-5-formyl-2,7-naphthyridin-3-yl)cyclopropanecarboxamide